C(C)(=O)O.CP(C)=O dimethylphosphine oxide acetate